C(C)OCCN(C=1N=C(C2=C(N1)C(=NC(=N2)N(CCOCC)CCOCC)N2CCC(CC2)OC)N2CC(N(CC2)C)=O)CCOCC 4-(2,6-bis(bis(2-ethoxyethyl)amino)-8-(4-methoxypiperidin-1-yl)pyrimido[5,4-d]pyrimidin-4-yl)-1-methylpiperazin-2-one